2-ethylhexylnonanoate C(C)C(COC(CCCCCCCC)=O)CCCC